N2-(5-bromo-6-fluoro-2,3-dihydro-1,4-benzodioxin-7-yl)-N4,6-dimethyl-pyrimidine-2,4-diamine BrC1=C(C(=CC=2OCCOC21)NC2=NC(=CC(=N2)NC)C)F